tert-butyl(5-((2-chloropyrimidin-5-yl)oxy)thiazol-2-yl)carbamate C(C)(C)(C)OC(NC=1SC(=CN1)OC=1C=NC(=NC1)Cl)=O